Cl.C1(CCCCC1)CNC1(CCOCC1)C(=O)N[C@@H](C)C1=CC=C(C(=O)O)C=C1 4-[(1S)-1-[[4-(Cyclohexylmethylamino)tetrahydropyran-4-carbonyl]amino]ethyl]benzoic acid, hydrochloride